C[C@H]1N(S(C2=C(O1)C=CC(=C2)C)(=O)=O)C2=C(C=C(C(=O)N[C@@H](CO)C1=CC=C(C=C1)S(=O)(=O)CC)C=C2)F (S)-4-(3,7-dimethyl-1,1-dioxido-3,4-dihydro-2H-benzo[b][1,4,5]oxathiazin-2-yl)-N-((R)-1-(4-(ethylsulfonyl)phenyl)-2-hydroxyethyl)-3-fluorobenzamide